COC1CC(CNC1)CNS(=O)(=O)C N-((5-Methoxypiperidin-3-yl)methyl)methanesulfonamide